4-hydroxy-α-ethylstyrene OC1=CC=C(C(=C)CC)C=C1